C(C)(C)(C)OC(=O)N[C@H]([C@H]1CO1)CC1=CC=CC=C1 (2S,3S)-1,2-epoxy-3-tert-butyloxycarbonylamino-4-phenylbutane